BrC=1C(=C(C=CC1)NC=1C2=C(N=CN1)C=CC(=N2)N2CC1(CCN1)C2)F N-(3-Bromo-2-fluoro-phenyl)-6-(1,6-diazaspiro[3.3]heptan-6-yl)pyrido[3,2-d]pyrimidin-4-amine